N1(CCNCC1)C(=O)OC(C)(C)C tertiary butyl piperazine-1-carboxylate